6-(3-amino-6-(4-(4-(4,4-difluorobutyl)piperazin-1-yl)phenyl)-5-fluoropyrazin-2-yl)-8-fluoro-3,4-dihydroisoquinolin-1(2H)-one NC=1C(=NC(=C(N1)F)C1=CC=C(C=C1)N1CCN(CC1)CCCC(F)F)C=1C=C2CCNC(C2=C(C1)F)=O